(4R)-1-[(3-bromo-4-pyridyl)methyl]-4-(3,4,5-trifluorophenyl)pyrrolidin-2-one BrC=1C=NC=CC1CN1C(C[C@@H](C1)C1=CC(=C(C(=C1)F)F)F)=O